8-(6-(1-(2-(3,3-dimethylpyrrolidin-1-yl)ethoxy)-2,2,2-trifluoroethyl)pyridin-3-yl)-1-(3-methoxycyclobutyl)-3-methyl-1,3-dihydro-2H-imidazo[4,5-c]cinnolin-2-one CC1(CN(CC1)CCOC(C(F)(F)F)C1=CC=C(C=N1)C1=CC=2C3=C(N=NC2C=C1)N(C(N3C3CC(C3)OC)=O)C)C